4-fluoro-pyrrolidin-2-carbonitril FC1CC(NC1)C#N